NC1=NC=C(C2=C1C=NN2COCC[Si](C)(C)C)NC(=O)C(=O)N(CC2=NC=CC=C2)CC2=NC=CC=C2 N-[4-amino-1-(2-trimethylsilylethoxymethyl)pyrazolo[4,3-c]pyridin-7-yl]-N',N'-bis(2-pyridylmethyl)oxamide